(S)-2-((R)-2-oxo-4-propyl-pyrrolidin-1-yl)butyramide O=C1N(C[C@@H](C1)CCC)[C@H](C(=O)N)CC